Tert-butyl (6-(3-(3-amino-4-methoxy-5-(1-methyl-1H-1,2,4-triazol-3-yl)phenyl)-1-hydroxypropyl)-5-fluoropyridin-2-yl)carbamate NC=1C=C(C=C(C1OC)C1=NN(C=N1)C)CCC(O)C1=C(C=CC(=N1)NC(OC(C)(C)C)=O)F